Propyl (2S)-2-aminopropanoate hydrochloride Cl.N[C@H](C(=O)OCCC)C